N1CC[C@@H]2[C@H]1CN(CC2)C(=O)OC(C)(C)C |r| rac-tert-butyl cis-1,2,3,3a,4,5,7,7a-octahydropyrrolo[2,3-c]pyridine-6-carboxylate